2-(1-methyl-4-piperidyl)-5-(5-methyl-2-piperidyl)-1,3-Benzothiazole CN1CCC(CC1)C=1SC2=C(N1)C=C(C=C2)C2NCC(CC2)C